N=1C=NN2C1C=C(C=C2)OC2=CC(=C(C=C2C)NC2=NC=NC1=CC(=C(C=C21)NC2CCN(CC2)C(C=C)=O)OC)OC2CN(C2)C 1-(4-((4-((4-([1,2,4]triazolo[1,5-a]pyridin-7-yloxy)-5-methyl-2-((1-methylazetidin-3-yl)oxy)phenyl)amino)-7-methoxyquinazolin-6-yl)amino)piperidin-1-yl)prop-2-en-1-one